2-(2,5-dichloropyrimidin-4-yl)isoindoline ClC1=NC=C(C(=N1)N1CC2=CC=CC=C2C1)Cl